O=C(C(=O)O)C1CC=CCC1 α-Oxo-3-cyclohexene-1-acetic acid